C1(CC1)C=1C=CC(=C(C1)NC(=O)N1C[C@](CC1)(C1=NC=NS1)C1=CC(=C(C=C1)C)F)CN1CC(CC1)(F)F (R)-N-(5-cyclopropyl-2-((3,3-difluoropyrrolidin-1-yl)methyl)phenyl)-3-(3-fluoro-4-methylphenyl)-3-(1,2,4-thiadiazol-5-yl)pyrrolidine-1-carboxamide